O-[2-{(tert-butyldimethylsilyl)oxy}ethyl]hydroxylamine hydrochloride Cl.[Si](C)(C)(C(C)(C)C)OCCON